BrC1=CC(=C(O[C@H](C(=O)OC)CC2CCC2)C=C1)C1=NOCC1OCC methyl (2S)-2-[4-bromo-2-(4-ethoxy-4,5-dihydroisoxazol-3-yl)phenoxy]-3-cyclobutylpropanoate